C(C)(C)(C)OC(NC1=CC=C(C=C1)C1=NOC(=N1)C(F)(F)F)=O {4-[5-(trifluoromethyl)-1,2,4-oxadiazol-3-yl]phenyl}carbamic acid tert-butyl ester